5-chloro-N-(3-cyclopropyl-5-(((3R,5S)-3,4,5-trimethylpiperazine-1-yl)methyl)phenyl)-4-(6-methyl-1H-indol-3-yl)pyrimidine-2-amin ClC=1C(=NC(=NC1)NC1=CC(=CC(=C1)CN1C[C@H](N([C@H](C1)C)C)C)C1CC1)C1=CNC2=CC(=CC=C12)C